N(=[N+]=[N-])CC(=O)NCCCCCC(C(=O)N)=C Azidoacetamidopentylacrylamid